3-(2-methyl-1-oxo-2,7-naphthyridin-4-yl)benzenesulfonamide CN1C(C2=CN=CC=C2C(=C1)C=1C=C(C=CC1)S(=O)(=O)N)=O